C(C)(C)(C)OC(=O)N(CC(O)C1C(N(CC1)C(=O)OC(C)(C)C)=O)C tert-butyl 3-{2-[(tert-butoxycarbonyl)(methyl)amino]-1-hydroxyethyl}-2-oxopyrrolidine-1-carboxylate